N-(3,5-difluoro-4-methoxyphenyl)-N-(4-nitropyridin-2-yl)acetamide FC=1C=C(C=C(C1OC)F)N(C(C)=O)C1=NC=CC(=C1)[N+](=O)[O-]